N-(3-(4-bromo-2-fluorophenyl)oxetan-3-yl)-2-methylpropane-2-sulfinamide BrC1=CC(=C(C=C1)C1(COC1)NS(=O)C(C)(C)C)F